(3-(2-chloro-5-fluorophenyl)-3-hydroxy-2-(4-methoxybenzyl)-1-oxo-2,3-dihydro-1H-pyrrolo[3,4-f]quinolin-4-yl)-3-fluoro-5-(trifluoromethyl)benzamide ClC1=C(C=C(C=C1)F)C1(N(C(C2=C3C=CC=NC3=CC(=C21)C2=C(C(=O)N)C=C(C=C2F)C(F)(F)F)=O)CC2=CC=C(C=C2)OC)O